ammonium propyltrimethoxysilane bromide [Br-].C(CC)[Si](OC)(OC)OC.[NH4+]